N-(1-(6-(trifluoromethyl)-pyridin-3-yl)-1,2,3,4-tetrahydroquinolin-3-yl)acrylamide FC(C1=CC=C(C=N1)N1CC(CC2=CC=CC=C12)NC(C=C)=O)(F)F